5-fluoro-3-hydroxy-2,3-dihydro-1H-isoindol-1-one FC=1C=C2C(NC(C2=CC1)=O)O